2,2-bis(4-aminophenyl)propane tert-butyl-3-fluoro-4-oxopiperidine-1-carboxylate C(C)(C)(C)OC(=O)N1CC(C(CC1)=O)F.NC1=CC=C(C=C1)C(C)(C)C1=CC=C(C=C1)N